C(C)(C)(C)OC(=O)N1CC2(C1)CN(C2)C=2C(=C1C(=CN2)N(C=C1C(C)C)COCC[Si](C)(C)C)F 6-(4-fluoro-3-isopropyl-1-((2-(trimethylsilyl)ethoxy)methyl)-1H-pyrrolo[2,3-c]pyridin-5-yl)-2,6-diazaspiro[3.3]heptane-2-carboxylic acid tert-butyl ester